N1C=C(C=2C1=NC=CC2)CNC(=O)C2CCN(CC2)C(=O)C2=NNC(=C2)C2=CC(=NC=C2Cl)OC N-((1H-pyrrolo[2,3-b]pyridin-3-yl)methyl)-1-(5-(5-chloro-2-methoxypyridin-4-yl)-1H-pyrazole-3-carbonyl)piperidine-4-carboxamide